C1(=CC=CC=C1)[C@@H]1[C@H](C1)NC(=O)[C@@H]1CN(C[C@H]1C(N[C@@H]1[C@H](C1)C1=CC=CC=C1)=O)C(=O)C1=CC=C(C(=O)N2CC(N(CC2)C(=O)OCC2=CC=CC=C2)C(NCCCCCCCCCCCCCC)=O)C=C1 benzyl 4-(4-((3S,4S)-3,4-bis(((1S,2R)-2-phenylcyclopropyl) carbamoyl)pyrrolidine-1-carbonyl)benzoyl)-2-(tetradecylcarbamoyl)piperazine-1-carboxylate